C(C)[C@@H]1[C@H](CN(C1)C(=O)OC(C)(C)C)C(=O)OCC 1-tert-butyl 3-ethyl (3R,4R)-4-ethylpyrrolidine-1,3-dicarboxylate